4-dimethylamino-2-methylbenzaldehyde CN(C1=CC(=C(C=O)C=C1)C)C